2-acetamido-4-methylaminofucose C(C)(=O)N[C@](C=O)(O)[C@H](O)[C@](O)([C@@H](O)C)NC